tert-butyl (2-acetamido-5-(6-methylpyridazin-3-yl)pyridin-4-yl)carbamate C(C)(=O)NC1=NC=C(C(=C1)NC(OC(C)(C)C)=O)C=1N=NC(=CC1)C